[Ce+3].C(C)C(C(=O)OCOC(C(C(=O)[O-])(CC)CC)=O)(C(=O)[O-])CC.C(OC(C(C(=O)[O-])(CC)CC)=O)OC(C(C(=O)[O-])(CC)CC)=O.C(OC(C(C(=O)[O-])(CC)CC)=O)OC(C(C(=O)[O-])(CC)CC)=O.[Ce+3] methylene bis(diethyl malonate) cerium